N=1N=C(NC1)N 4H-1,2,4-triazole-3-amine